FC1(CC(C1)C1=CC=2C(=C3N(CCN=C3)C2N=C1)C)F 3-(3,3-difluorocyclobutyl)-5-methyl-8,9-dihydropyrido[3',2':4,5]pyrrolo[1,2-a]pyrazin